1-(5-{[(5-chlorothiophen-2-yl)methyl]amino}-3-[1-(morpholine-4-carbonyl)azepan-4-yl]-1H-pyrazol-1-yl)-2,2-dimethylpropan-1-one ClC1=CC=C(S1)CNC1=CC(=NN1C(C(C)(C)C)=O)C1CCN(CCC1)C(=O)N1CCOCC1